1'-(6-amino-5-((2-amino-3-chloro-pyridin-4-yl)thio)pyrazin-2-yl)-5,7-dihydro-1H-spiro[indeno[5,6-d]imidazole-6,4'-piperidin]-7-amine NC1=C(N=CC(=N1)N1CCC2(CC1)CC1=CC3=C(NC=N3)C=C1C2N)SC2=C(C(=NC=C2)N)Cl